N-(1-(4-(trifluoromethyl)benzyl)-1H-indazol-5-yl)acrylamide FC(C1=CC=C(CN2N=CC3=CC(=CC=C23)NC(C=C)=O)C=C1)(F)F